4-((2-ethoxy-3,4-dioxocyclobut-1-en-1-yl)amino)-N-(2-(2-(2-(((3S,4S,5S,6R)-3,4,5-trihydroxy-6-(hydroxymethyl)tetrahydro-2H-pyran-2-yl)oxy)ethoxy)ethoxy)ethyl)benzamide C(C)OC1=C(C(C1=O)=O)NC1=CC=C(C(=O)NCCOCCOCCOC2O[C@@H]([C@H]([C@@H]([C@@H]2O)O)O)CO)C=C1